4-hydroxy-2-(3-isopropyl-2,6-dioxopiperidin-3-yl)isoindoline-1,3-dione OC1=C2C(N(C(C2=CC=C1)=O)C1(C(NC(CC1)=O)=O)C(C)C)=O